[N+](=O)([O-])C1=CC=C(C(=O)OC)C=C1 methyl 4-nitrobenzoate